C(C1=CC=CC=C1)OC1CC(CCC1)(C1=C(C=CC=C1)Br)CO (3-(benzyloxy)-1-(2-bromophenyl)cyclohexyl)methanol